CC(C#C)(C)C=1C=C(C=CC1)N1N=C(C=C1)[N+](=O)[O-] 1-[3-(1,1-dimethylprop-2-ynyl)phenyl]-3-nitro-pyrazole